COC([C@@H](NC(=O)OCCC1=CC=CC=C1)CO)=O ((Benzylmethoxy)carbonyl)-L-serine methyl ester